C(C)OC1=C(C=CC(=C1OCC)OCC)C=CC(=O)N1C(C=CCC1)=O 1-(3-(2,3,4-triethoxyphenyl)acryloyl)-5,6-dihydropyridin-2(1H)-one